OCC(C=1SC=CC1)NC(=O)C1CCN(CC1)C1=NC(=NO1)C1=CC=C(C=C1)OC N-(2-hydroxy-1-(thiophen-2-yl)ethyl)-1-(3-(4-methoxyphenyl)-1,2,4-oxadiazol-5-yl)piperidine-4-carboxamide